tert-butyl (2S,4R)-2-((1H-1,2,3-triazol-1-yl)methyl)-4-(5-(2-cyclopropyl-5-(trifluoromethoxy)phenyl)-1,2,4-oxadiazole-3-carboxamido)pyrrolidine-1-carboxylate N1(N=NC=C1)C[C@H]1N(C[C@@H](C1)NC(=O)C1=NOC(=N1)C1=C(C=CC(=C1)OC(F)(F)F)C1CC1)C(=O)OC(C)(C)C